BrC1=NC(=CC=C1[N+](=O)[O-])OC 2-bromo-3-nitro-6-methoxypyridine